spirobiindane C12(CCC3=CC=CC=C13)CCC1=CC=CC=C12